sodium carbamoyl-β-formamidopropionitrile C(N)(=O)C(C#N)CNC=O.[Na]